FC(C(C)N)(F)F 1,1,1-trifluoropropan-2-amine